COC(C1=C(C(=CC=C1)[N+](=O)[O-])F)=O 2-fluoro-3-nitro-benzoic acid methyl ester